ClC=1C=C(C=CC1)C([C@@H](C1=CC=CC=C1)OC(N[C@H](C(N[C@H](C=O)C[C@H]1C(NCC1)=O)=O)CC1=CC=CC=C1)=O)(F)F ((S)-1-oxo-1-(((S)-1-oxo-3-((S)-2-oxopyrrolidin-3-yl)propan-2-yl)amino)-3-phenylpropane-2-yl)carbamic acid (R)-2-(3-chlorophenyl)-2,2-difluoro-1-phenylethyl ester